1-((2,4-difluoro-2,3-dihydro-spiro[indene-1,2'-[1,3]dioxolan]-7-yl)sulfonyl)-2,2-dimethylaziridine FC1CC2=C(C=CC(=C2C12OCCO2)S(=O)(=O)N2C(C2)(C)C)F